N-(1-(5-(3-cyano-6-(2-hydroxy-2-methylpropoxy)pyrazolo[1,5-a]pyridin-4-yl)pyridin-2-yl)-4-methylpiperidin-4-yl)-4-methoxypyrimidine C(#N)C=1C=NN2C1C(=CC(=C2)OCC(C)(C)O)C=2C=CC(=NC2)N2CCC(CC2)(C)N2CN=C(C=C2)OC